3-(4-((4-(4-((9-cyclopentyl-8-(phenylamino)-9H-purin-2-yl)amino)phenyl)piperazin-1-yl)methyl)-1-oxoisoindoline-2-yl)piperidine-2,6-dione C1(CCCC1)N1C2=NC(=NC=C2N=C1NC1=CC=CC=C1)NC1=CC=C(C=C1)N1CCN(CC1)CC1=C2CN(C(C2=CC=C1)=O)C1C(NC(CC1)=O)=O